6-[3-(5-chloro-2-ethoxypyridine-3-sulfonamido)-2,6-difluorophenyl]-N-methylimidazo[1,5-a]pyrazine-1-carboxamide ClC=1C=C(C(=NC1)OCC)S(=O)(=O)NC=1C(=C(C(=CC1)F)C=1N=CC=2N(C1)C=NC2C(=O)NC)F